ClC1=C(C=CC=C1NC(=O)C=1N(C2=C(CN(CC2)C)N1)C)C1=C(C(=CC=C1)C1=NC(=C(C=C1)CN1CC(C1)F)C)Cl N-(2,2'-dichloro-3'-(5-((3-fluoroazetidin-1-yl)methyl)-6-methylpyridin-2-yl)-[1,1'-biphenyl]-3-yl)-1,5-dimethyl-4,5,6,7-tetrahydro-1H-imidazo[4,5-c]pyridine-2-carboxamide